S(=O)(O)O.C(=C)C#C vinyl vinylene sulfite